[N+](=O)([O-])C1=CC=C(C=C1)CC(=O)NC1=CN(C(C=C1)=O)C1=CC=CC=C1 2-(4-nitrophenyl)-N-(6-oxo-1-phenyl-1,6-dihydropyridin-3-yl)acetamide